CN(CCCN=C=N)C (3-dimethylaminopropyl)-carbodiimide